2,6-difluoro-N,N-dimethyl-4-(4-(2-((S)-3,3,3-trifluoro-2-hydroxy-2-phenylpropanoyl)-2-azaspiro[3.3]heptan-6-yl)piperazin-1-yl)benzamide FC1=C(C(=O)N(C)C)C(=CC(=C1)N1CCN(CC1)C1CC2(CN(C2)C([C@](C(F)(F)F)(C2=CC=CC=C2)O)=O)C1)F